2-azetidin-1-yl-N-[(R)-1-(8-cyano-quinoxalin-5-yl)-5,5-difluoro-piperidin-3-yl]-propionamide N1(CCC1)C(C(=O)N[C@H]1CN(CC(C1)(F)F)C1=C2N=CC=NC2=C(C=C1)C#N)C